2-Isopropoxy-4,6-diphenyl-nicotinonitrile C(C)(C)OC1=C(C#N)C(=CC(=N1)C1=CC=CC=C1)C1=CC=CC=C1